(2S)-4-[8-({8-fluoro-2-methylimidazo[1,2-a]pyridin-6-yl}carbamoyl)quinoxalin-5-yl]-2-isopropylpiperazine-1-carboxylic acid tert-butyl ester C(C)(C)(C)OC(=O)N1[C@H](CN(CC1)C1=C2N=CC=NC2=C(C=C1)C(NC=1C=C(C=2N(C1)C=C(N2)C)F)=O)C(C)C